2-(2-(5-bromo-2,3,4-trifluorophenyl)hydrazono)propanoic acid ethyl ester C(C)OC(C(C)=NNC1=C(C(=C(C(=C1)Br)F)F)F)=O